benzyl 4-amino-4-(4-chloro-2-fluoro-phenyl)piperidine-1-carboxylate NC1(CCN(CC1)C(=O)OCC1=CC=CC=C1)C1=C(C=C(C=C1)Cl)F